4-{(3aR,6aR)-5-methylhexahydropyrrolo[3,4-b]pyrrol-1(2H)-yl}-6-methoxy-N-[4-(1-methylindol-3-yl)pyrimidin-2-yl]benzene-1,3-diamine CN1C[C@@H]2N(CC[C@@H]2C1)C1=C(C=C(C(=C1)OC)NC1=NC=CC(=N1)C1=CN(C2=CC=CC=C12)C)N